5-methyl-2-((7-methylquinolin-6-yl)amino)-8-(tetrahydro-2H-pyran-4-yl)-7,8-dihydropteridine-6(5H)-one CN1C=2C=NC(=NC2N(CC1=O)C1CCOCC1)NC=1C=C2C=CC=NC2=CC1C